6-(3-(4-(4,4,5,5-tetramethyl-1,3,2-dioxaborolan-2-yl)-1H-pyrazol-1-yl)cyclobutoxy)picolinonitrile CC1(OB(OC1(C)C)C=1C=NN(C1)C1CC(C1)OC1=CC=CC(=N1)C#N)C